1-(4-(3-isopropyl-2-(1-methyl-1H-pyrrolo[2,3-b]pyridin-3-yl)-1H-indol-5-yl)piperidin-1-yl)-2-methylpropan-2-ol C(C)(C)C1=C(NC2=CC=C(C=C12)C1CCN(CC1)CC(C)(O)C)C1=CN(C2=NC=CC=C21)C